tert-butyl 6-((4-chloropyridin-2-yl) methyl)-5-oxo-1,4,5,6-tetrahydropyrido[3,4-C][1,8]naphthyridine-3(2H)-carboxylate ClC1=CC(=NC=C1)CN1C(C2=C(C=3C=CC=NC13)CCN(C2)C(=O)OC(C)(C)C)=O